NCC1=C2C(=CN=CC2=CC=C1)N1C(N=C(N(C1=O)CC1=CC(=C(C(=C1)F)F)F)NC1=C(C2=CN(N=C2C=C1Cl)CCOC)CCCCC(=O)O)=O 5-(5-((5-(5-(Aminomethyl)isoquinolin-4-yl)-4,6-dioxo-1-(3,4,5-trifluorobenzyl)-1,4,5,6-tetrahydro-1,3,5-triazin-2-yl)amino)-6-chloro-2-(2-methoxyethyl)-2H-indazol-4-yl)pentanoic acid